CC1NCCC2=CC=CC=C12 1-methyl-3,4-dihydro-1H-isoquinolin